8-(4-(difluoromethoxy)phenyl)-2-ethoxy-6-(2-(2-hydroxyethyl)-1-methyl-1H-benzo[d]imidazol-6-yl)pterin FC(OC1=CC=C(C=C1)N1C=C(N=C2C(NC(N=C12)(N)OCC)=O)C=1C=CC2=C(N(C(=N2)CCO)C)C1)F